COC1=NC2=CC=CC=C2C=C1C1=CN=C(N1)[C@H](CCCCNC(C1=C(C=CC=C1)SC)=O)NC(=O)C1=CC(=NS1)C (S)-N-(1-(5-(2-methoxyquinolin-3-yl)-1H-imidazol-2-yl)-5-(2-(methylthio)benzamido)pentyl)-3-methylisothiazole-5-carboxamide